1-[(3aS,7S,7aR)-7-azido-2,2-dimethyl-4,6,7,7a-tetrahydro-3aH-[1,3]dioxolo[4,5-c]pyridin-5-yl]-6-benzyloxy-hexan-1-one N(=[N+]=[N-])[C@@H]1[C@@H]2[C@H](CN(C1)C(CCCCCOCC1=CC=CC=C1)=O)OC(O2)(C)C